ClC1=CC(=C(C=C1)NC1=CC2=C(C=N1)N(C(N2C2CCOCC2)=O)C)C 6-((4-Chloro-2-methylphenyl)amino)-3-methyl-1-(tetrahydro-2H-pyran-4-yl)-1,3-dihydro-2H-imidazo[4,5-c]pyridin-2-one